C1(=CC=CC=C1)C(=C(CC)C)O alpha-phenyl-2-methyl-butenol